BrC1=NC=C(C=C1)C(C(C)(C)F)F 2-bromo-5-(1,2-difluoro-2-methylpropyl)pyridine